N-[5-(5-oxopyrrolidin-3-yl)pentyl]carbamic acid tert-butyl ester C(C)(C)(C)OC(NCCCCCC1CNC(C1)=O)=O